C(C)C1=NOC(=C1C=1C=C2C(=NC1)N(C=C2C2=C(C=C(C(=O)O)C=C2)OC(F)(F)F)C2CCOCC2)C 4-(5-(3-ethyl-5-methylisoxazol-4-yl)-1-(tetrahydro-2H-pyran-4-yl)-1H-pyrrolo[2,3-b]pyridin-3-yl)-3-(trifluoromethoxy)benzoic acid